ClC=1C=C(C#N)C=C(C1)[C@]1(C[C@@H]2[C@H](N(OC2(C)C)C)[C@H](C1)C)C |r| rac-3-chloro-5-((3aR,5R,7S,7aR)-1,3,3,5,7-pentamethylocta-hydro-benzo[c]isoxazol-5-yl)benzonitrile